ClC1=CC(=NC=N1)OCC=1N=C2N(C=C(C=C2N2C(N(C(C2)=O)C(C2=CC=CC=C2)(C2=CC=CC=C2)C2=CC=CC=C2)=O)C2CC2)C1 1-(2-(((6-chloropyrimidin-4-yl)oxy)methyl)-6-cyclopropylimidazo[1,2-a]pyridin-8-yl)-3-tritylimidazolidine-2,4-dione